COC(=O)C=1C=C(C=C(C1)C(=O)OC)P(O)(O)=O.C(CCC)P(CCCC)(CCCC)CCCC.C(CCC)P(CCCC)(CCCC)CCCC di(tetra-n-butyl-phosphine) 3,5-bis(methoxycarbonyl)phenylphosphonate